FC(COC(N(C1=NC=CC(=C1)C=1C=NC(=NC1)OC)[C@@H]1CC[C@H](CC1)NC1=NC=C(C(=N1)C1=NN(C=C1Cl)C)C(F)(F)F)=O)F 2,2-difluoroethyl(trans-4-((4-(4-chloro-1-methyl-1H-pyrazol-3-yl)-5-(trifluoromethyl)pyrimidin-2-yl)amino)cyclohexyl)(4-(2-methoxypyrimidin-5-yl)pyridin-2-yl)carbamate